CC([C@@H](C(NC)=O)NC(=O)C=1C=2C[C@@H]3[C@H](C2N(N1)C1CCOCC1)C3)(C)C (1aR,5aR)-2-(Tetrahydro-pyran-4-yl)-1a,2,5,5a-tetrahydro-1H-2,3-diaza-cyclopropa[a]pentalene-4-carboxylic acid ((S)-2,2-dimethyl-1-methylcarbamoyl-propyl)-amide